COC(C1CCN(CC1)C1=CC=C(C=C1)C1=C(CCCC=2C=3C(=NN(C3C=CC21)C2OCCCC2)F)CCC)OC 6-[4-[4-(dimethoxymethyl)-1-piperidyl]phenyl]-1-fluoro-7-propyl-3-tetrahydropyran-2-yl-9,10-dihydro-8H-cyclohepta[e]indazole